F[C@H]1C[C@@]2([C@H](N(C1)C)CCC2)CO ((3S,4aS,7aR)-3-fluoro-1-methyloctahydro-4aH-cyclopenta[b]pyridin-4a-yl)methanol